Tert-butyl (3S)-3-{[(4-amino-6-chloropyridazin-3-yl)amino]methyl}piperidine-1-carboxylate NC1=C(N=NC(=C1)Cl)NC[C@H]1CN(CCC1)C(=O)OC(C)(C)C